C(C)SC1=CC=C(C#N)C=C1 4-(ethylthio)benzonitrile